C1(CC1)C=1C=NN2C1N=C(C=C2)C2=CNC=1N=C(N=CC12)N[C@@H](C(F)(F)F)C (R)-5-(3-cyclopropylpyrazolo[1,5-a]pyrimidin-5-yl)-N-(1,1,1-trifluoropropan-2-yl)-7H-pyrrolo[2,3-d]pyrimidin-2-amine